8-((6-chloropyridin-3-yl)methyl)-3-(2,4-difluorophenyl)pyrido[2,3-d]pyrimidine-2,4(3h,8h)-dione ClC1=CC=C(C=N1)CN1C=CC=C2C1=NC(N(C2=O)C2=C(C=C(C=C2)F)F)=O